CN(C(CCNCC(=O)O)=O)C 2-{[3-(dimethylamino)-3-oxopropyl]amino}acetic acid